N-(((4-nitrobenzyl)oxy)carbonyl)-O-((1-((2-nitrophenyl)sulfonyl)piperidin-2-yl)methyl)-D-serine [N+](=O)([O-])C1=CC=C(COC(=O)N[C@H](COCC2N(CCCC2)S(=O)(=O)C2=C(C=CC=C2)[N+](=O)[O-])C(=O)O)C=C1